N=1C=C(N2C1C=CC=C2)C(=O)NCC2(CC=C(C(=O)[O-])C=C2)C.[Li+] lithium 4-((imidazo[1,2-a]pyridine-3-carboxamido) methyl)-4-methylbenzoate